tolylcumyliodolone tetrakis(pentafluorophenyl)borate FC1=C(C(=C(C(=C1[B-](C1=C(C(=C(C(=C1F)F)F)F)F)(C1=C(C(=C(C(=C1F)F)F)F)F)C1=C(C(=C(C(=C1F)F)F)F)F)F)F)F)F.C1(=C(C=CC=C1)C1=C([IH](C=C1)=O)C(C)(C)C1=CC=CC=C1)C